P(=O)(O)(O)O.C(C)C(=CC)CC Diethyl propylene phosphate